5-bromo-2-chloro-4-(1-methylpyrazol-4-yl)pyridine BrC=1C(=CC(=NC1)Cl)C=1C=NN(C1)C